2-fluoro-9-chloro-3-piperazin-1-yl-5-ethyl-5H-indolo[3,2-c][1,8]naphthyridine FC=1C=C2C=3C(=CN(C2=NC1N1CCNCC1)CC)C1=CC=C(C=C1N3)Cl